C(C)(C)(C)OC(=O)N1C(CN(CC1)C(=O)OC(C)(C)C)C1=CC(=C(C=C1)CN1N=C(C=2N=C(N=C(C21)O)NC(=O)OC)I)OC 2-(4-((7-hydroxy-3-iodo-5-((methoxycarbonyl)amino)-1H-pyrazolo[4,3-d]pyrimidin-1-yl)methyl)-3-methoxyphenyl)piperazine-1,4-dicarboxylic acid di-tert-butyl ester